N,N-dipentylglycine C(CCCC)N(CC(=O)O)CCCCC